2,3-dideuterio-3-[5,7-difluoro-2-(4-fluorophenyl)-1H-indol-3-yl]propanoic acid [2H]C(C(=O)O)C(C1=C(NC2=C(C=C(C=C12)F)F)C1=CC=C(C=C1)F)[2H]